ClC=1C=C2C(=NC(=NC2=C(C1C1=C2C=NNC2=CC=C1C)F)OCCN1CCOCC1)N1CCN(CC1)C(C=C)=O 1-(4-(6-chloro-8-fluoro-7-(5-methyl-1H-indazol-4-yl)-2-(2-morpholino-ethoxy)quinazolin-4-yl)piperazin-1-yl)prop-2-en-1-one